NC1=C(C2=C(S1)CC(C2)C(=O)OC)C(C2=C(C=CC=C2)Cl)=O methyl 2-amino-3-(2-chlorobenzoyl)-4H,5H,6H-cyclopenta[b]thiophene-5-carboxylate